5-(3-chloroimidazo[1,2-a]pyrimidin-6-yl)-N-((1-(trifluoromethyl)cyclopropyl)methyl)pyrrolo[2,1-f][1,2,4]triazin-2-amine ClC1=CN=C2N1C=C(C=N2)C=2C=CN1N=C(N=CC12)NCC1(CC1)C(F)(F)F